1-((3R,4S)-3-fluoro-4-((5-(1-((R)-2-fluoropropyl)-1H-benzo[d][1,2,3]triazol-6-yl)-4-methoxypyrrolo[2,1-f][1,2,4]triazin-2-yl)amino)piperidin-1-yl)ethan-1-one F[C@@H]1CN(CC[C@@H]1NC1=NN2C(C(=N1)OC)=C(C=C2)C=2C=CC1=C(N(N=N1)C[C@@H](C)F)C2)C(C)=O